7-bromo-2,4,8-trichloro-6-(trifluoromethoxy)quinazoline BrC1=C(C=C2C(=NC(=NC2=C1Cl)Cl)Cl)OC(F)(F)F